6-((4-bromophenoxy)methyl)-2,3-dihydro-4H-pyran-4-one BrC1=CC=C(OCC2=CC(CCO2)=O)C=C1